C1N(CCC12CCOCC2)[C@H]2[C@H](CCC2)OC=2C=C1CN(C(C1=CC2)=O)C2C(NC(CC2)=O)=O 3-(5-(((1S,2R)-2-(8-oxa-2-azaspiro[4.5]decan-2-yl)cyclopentyl)oxy)-1-oxoisoindolin-2-yl)piperidine-2,6-dione